(3R,4S)-4-(4-(4-(dimethoxymethyl)piperidin-1-yl)phenyl)-3-(3-fluoro-5-methylphenyl)isochroman-7-ol COC(C1CCN(CC1)C1=CC=C(C=C1)[C@@H]1[C@@H](OCC2=CC(=CC=C12)O)C1=CC(=CC(=C1)C)F)OC